Cl.FC(\C=C\1/CNCC1)(F)F (3Z)-3-(2,2,2-trifluoroethylidene)pyrrolidine hydrochloride